ClC=1N=NC2=C(N1)C=CC(=C2)OC(F)(F)F 3-chloro-7-trifluoromethoxybenzo[e][1,2,4]triazine